tert-butyl 8-(4-nitrophenyl)-2,8-diazaspiro[4.5]decane-2-carboxylate [N+](=O)([O-])C1=CC=C(C=C1)N1CCC2(CCN(C2)C(=O)OC(C)(C)C)CC1